BrC1=CC=C(C(=O)N)C=C1 Para-bromobenzamide